benzyl (3,8-diazabicyclo[3.2.1]oct-8-ylamino)methanoate C12CNCC(CC1)N2NC(=O)OCC2=CC=CC=C2